CN1CCC(CC1)OC=1C=CC(=NC1)C1=NOC(=N1)NC1=NC=CC=C1C 3-(5-(1-methyl-piperidin-4-yloxy)pyridin-2-yl)-N-(3-methylpyridin-2-yl)-1,2,4-oxadiazol-5-amine